indium-gold-copper [Cu].[Au].[In]